N-(1-((1r,4r)-4-((2S,6r)-2,6-dimethylmorpholinyl)cyclohexyl)-3-(2-(2-methoxyethoxy)ethoxy)-1H-pyrazol-4-yl)pyrimidin-2-amine hydrochloride Cl.C[C@H]1CN(C[C@H](O1)C)C1CCC(CC1)N1N=C(C(=C1)NC1=NC=CC=N1)OCCOCCOC